tert-Butyl 3-(N-(2-chloro-4-fluoro-5-(3-methyl-2,6-dioxo-4-(trifluoromethyl)-3,6-dihydropyrimidin-1(2H)-yl)benzoyl)sulfamoyl)azetidine-1-carboxylate ClC1=C(C(=O)NS(=O)(=O)C2CN(C2)C(=O)OC(C)(C)C)C=C(C(=C1)F)N1C(N(C(=CC1=O)C(F)(F)F)C)=O